CN(C)CC=1C=C(N(CC2=CC=C(C=C2)N2CCCC2)CC2=CC(=CC=C2)OC)C=CC1 3-((dimethylamino)methyl)-N-(3-methoxybenzyl)-N-(4-(pyrrolidin-1-yl)benzyl)aniline